C(C)O[Sb](OCC)OCC triethoxyantimony